C=C1C(C(=C(C(=C1CCC1(CC=CC=C1)C)O)C1=CC=C(C=C1)C(C)(C)CC(C)(C)C)C1=CC=C(C=C1)C(C)(C)CC(C)(C)C)CCC1(CC=CC=C1)C methylenebis(4-tert-octylphenyl)-4,6-bis(1-methyl-phenylethyl)phenol